C5-chloro-1-methyl-7-vinyl-1H-pyrazolo[4,3-b]pyridin-3-amine ClC1=CC(=C2C(=N1)C(=NN2C)N)C=C